CC(CC(=NO)C=C)(C)C vinyl trimethylethyl ketoxime